(S)-6-(5-amino-5,7-dihydrospiro[cyclopenta[b]pyridine-6,4'-piperidin]-1'-yl)-3-(2-(trifluoromethyl)pyridine-3-yl)-1H-pyrazolo[3,4-d]pyrimidine-4-carbonitrile N[C@@H]1C=2C(=NC=CC2)CC12CCN(CC2)C2=NC(=C1C(=N2)NN=C1C=1C(=NC=CC1)C(F)(F)F)C#N